3-(3-fluorophenyl)-5-methyl-isoxazole-4-carboxylic acid FC=1C=C(C=CC1)C1=NOC(=C1C(=O)O)C